N1(C=NC=C1)CC1=CC(=C2CCN(C(C2=C1)=O)C1=CC=NC2=C(N=C(C=C12)CC)C1=CC=NC=C1)C=1C(=NN(C1)C)C(F)(F)F 7-((1H-Imidazol-1-yl)methyl)-2-(6-ethyl-8-(pyridin-4-yl)-1,7-naphthyridin-4-yl)-5-(1-methyl-3-(trifluoromethyl)-1H-pyrazol-4-yl)-3,4-dihydroisoquinolin-1(2H)-one